N,N'-cyclohexyl-p-phenylenediamine C1(CCCCC1)NC1=CC=C(C=C1)N